6-[(7S)-2-{3-[4-(6-Methoxypyridin-2-yl)phenyl]-2H-pyrazolo[3,4-b]pyridin-5-yl}-6,7,8,9-tetrahydro-5H-benzo[7]annulen-7-yl]-3-oxa-6-azabicyclo[3.1.1]heptane COC1=CC=CC(=N1)C1=CC=C(C=C1)C=1NN=C2N=CC(=CC21)C=2C=CC1=C(CC[C@H](CC1)N1C3COCC1C3)C2